titanium isopropoxylactic acid C(C)(C)OC(C(=O)O)(O)C.[Ti]